N(C1=CC=CC=C1)N1C(OC=N1)=O anilino-1,3,4-oxadiazol-2(3H)-one